O-(2-Aminoethyl)-O'-[2-(Boc-amino)ethyl]decaethylene glycol CC(C)(C)OC(=O)NCCOCCOCCOCCOCCOCCOCCOCCOCCOCCOCCOCCN